BrC1=C(C=CC=C1)C1=C(C(=C(C(=C1F)F)F)F)F bromo-2,3,4,5,6-pentafluoro-1,1'-biphenyl